4-fluoro-N-(1-((4-(6-fluoroquinolin-4-yl)cyclohexyl)methyl)cyclopropyl)benzamide FC1=CC=C(C(=O)NC2(CC2)CC2CCC(CC2)C2=CC=NC3=CC=C(C=C23)F)C=C1